1-spiro[2.3]hex-5-yl-3-(2-trifluoromethoxy-pyridin-4-ylmethyl)-urea C1CC12CC(C2)NC(=O)NCC2=CC(=NC=C2)OC(F)(F)F